Seleno-DL-cystine C([C@@H](C(=[Se])O)N)SSC[C@@H](C(=O)O)N |r|